C1(=C(CCCC1)C(=O)OCCC)C(=O)OCCC dipropyl cyclohex-1-ene-1,2-dicarboxylate